The molecule is a tripeptide formed from L-valine, L-tyrosine and L-valine residues joined in sequence. It has a role as a metabolite. CC(C)[C@@H](C(=O)N[C@@H](CC1=CC=C(C=C1)O)C(=O)N[C@@H](C(C)C)C(=O)O)N